C(C)(=O)C=1C=C(C=CC1)OC(NC1=CN(C=2C(N(C=3C=CC=CC3C21)C)=O)C=2C=NN(C2)C(C)C)=O 5-methyl-3-(1-isopropyl-1H-pyrazol-4-yl)-4-oxo-4,5-dihydro-3H-pyrrolo[2,3-c]quinolin-1-yl-carbamic acid-3-acetylphenyl ester